(3R,3'R)-4,4'-(1-methyl-3-(1H-pyrazol-3-yl)-1H-pyrazolo[4,3-b]Pyridine-5,7-diyl)bis(3-methylmorpholine) CN1N=C(C2=NC(=CC(=C21)N2[C@@H](COCC2)C)N2[C@@H](COCC2)C)C2=NNC=C2